[4-(5-fluoropyrimidin-2-yl)piperazine-1-carbonyl]-6-methyl-N-(1-methylcyclopropyl)furo[2,3-d]pyrimidin-4-amine FC=1C=NC(=NC1)N1CCN(CC1)C(=O)C=1N=C(C2=C(N1)OC(=C2)C)NC2(CC2)C